4-chloro-6-(1,3-dimethylpyrazol-4-yl)-2,3-dihydro-1H-pyrrolo[4,3-c]pyridin-1-one ClC1=NC(=CC2=C1CNC2=O)C=2C(=NN(C2)C)C